CN(CCN(C(=O)C=1C(=C(C(=CC1CCCCC)O)C1=C(C=CC(=C1)C)C(=C)C)O)C)C N-(2-(dimethylamino)ethyl)-2,6-dihydroxy-N,5'-dimethyl-4-pentyl-2'-(prop-1-en-2-yl)-[1,1'-biphenyl]-3-carboxamide